NC1=NC=2C=C(C=CC2C2=C1C=NN2C)CN(C(=O)C=2C=NC(=CC2)C2CC2)C2=C(C=C(C=C2)F)OC N-({4-amino-1-methyl-1H-pyrazolo[4,3-c]quinolin-7-yl}methyl)-6-cyclopropyl-N-(4-fluoro-2-methoxy-phenyl)pyridine-3-carboxamide